sodium chloride, sodium salt [Na+].[Cl-].[Na+].[Cl-]